(8-methylene-1,8-dihydrodibenzo[e,h]azulen-2-yl)-N-(1,1-dimethylethyl)dimethylsilanamide titanium (IV) [Ti+4].C=C1C2=C(C=3CC(=CC3C3=C1C=CC=C3)C[Si](=O)N(C(C)(C)C)C)C=CC=C2